5-(5,5-dimethyl-1,3,2-dioxaborolan-2-yl)-3-ethyl-7-methyl-1,3-benzoxazol-2(3H)-one CC1(COB(O1)C=1C=C(C2=C(N(C(O2)=O)CC)C1)C)C